[N-]1CCC2C1=NCC2 3,3a,4,5-tetrahydro-2H-pyrrolo[2,3-b]pyrrol-1-ide